benzyl (S)-(3-methyl-1-oxobutan-2-yl)carbamate CC([C@@H](C=O)NC(OCC1=CC=CC=C1)=O)C